adamantyloxyethyl acrylate C(C=C)(=O)OCCOC12CC3CC(CC(C1)C3)C2